3-(cyclopropylmethoxy)-4-(1-methyl-1,2,3,6-tetrahydropyridine-4-yl)-2-nitroaniline C1(CC1)COC=1C(=C(N)C=CC1C=1CCN(CC1)C)[N+](=O)[O-]